BrC1=CC=C(C=C1)NC(=O)C1CC12CCC(CC2)C2=CC=NC1=CC=C(C=C21)F N-(4-bromophenyl)-6-(6-fluoroquinolin-4-yl)spiro[2.5]octane-1-carboxamide